tert.-Butylmethylether C(C)(C)(C)OC